methyl 7-amino-3-(4-methyl-6-propanoylpyridin-3-yl)-1,6-naphthyridine-2-carboxylate NC1=NC=C2C=C(C(=NC2=C1)C(=O)OC)C=1C=NC(=CC1C)C(CC)=O